tert-butyl N-[(3S)-1-(2-amino-5-bromophenyl)pyrrolidin-3-yl]carbamate NC1=C(C=C(C=C1)Br)N1C[C@H](CC1)NC(OC(C)(C)C)=O